1,3-dibromo-1,3-dimethyl-1,3-disilacyclobutane Br[Si]1(C[Si](C1)(C)Br)C